6-Propylamino-4,5,6,7-tetrahydro-1,3-benzothiazol-2-amin C(CC)NC1CC2=C(N=C(S2)N)CC1